OC[C@H](C)N1C=NC2=C(C1=O)C=C(N=C2C=2C=NNC2)C2=NC=C(C=C2)C(F)(F)F (S)-3-(1-hydroxy-prop-2-yl)-8-(1H-pyrazol-4-yl)-6-(5-(trifluoromethyl)pyridin-2-yl)pyrido[3,4-d]pyrimidin-4(3H)-one